CC(CCCCCCCC)C(C(C(=O)OCC(CO)(CO)CO)(C(C)CCCCCCCC)C(C)CCCCCCCC)(CCCCCCCCCCC)C(C)CCCCCCCC pentaerythritol tetrakis(2-decyl)myristate